O1CC(C=2C=CC=3C=CN=CC3C21)=O Furo[3,2-h]isochinolin-3(2H)-on